ClC1=C(C(=CC=C1)C)C1(CC1)C(=NO)N 1-(2-chloro-6-methyl-phenyl)-N'-hydroxy-cyclopropanecarboxamidine